4-(4-(1-aminoethyl)-8-fluoro-2-methylquinolin-6-yl)-5-fluoro-N-(1-(methylsulfonyl)piperidin-4-yl)pyridin-2-amine NC(C)C1=CC(=NC2=C(C=C(C=C12)C1=CC(=NC=C1F)NC1CCN(CC1)S(=O)(=O)C)F)C